4-(1,3-oxazol-5-yl)aniline O1C=NC=C1C1=CC=C(N)C=C1